1,3,5-tri-tert-butyltoluene C(C)(C)(C)C1(C)CC(=CC(=C1)C(C)(C)C)C(C)(C)C